OC1=C(C=CC=C1)C=1C=C2C(=NN1)NC[C@@H]1N2CCN(C1)C1=NC=C(C=N1)C=1CCN(CC1)C(=O)OC(C)(C)C tert-butyl (S)-4-(2-(2-(2-hydroxyphenyl)-5,6,6a,7,9,10-hexahydro-8H-pyrazino[1',2':4,5]pyrazino[2,3-c]pyridazin-8-yl)pyrimidin-5-yl)-3,6-dihydropyridine-1(2H)-carboxylate